6-chloro-1-(2-fluorophenyl)-1H-indazole-5-carbaldehyde ClC1=C(C=C2C=NN(C2=C1)C1=C(C=CC=C1)F)C=O